ClC1=CC(=C(C=C1)[C@@H]1OC2=C(O1)C=CC=C2C2CCN(CC2)CC2=NC1=C(N2C[C@H]2OCC2)C=C(C=C1)C(=O)O)F 2-({4-[(2S)-2-(4-chloro-2-fluorophenyl)-1,3-benzodioxol-4-yl]piperidin-1-yl}methyl)[(2S)-oxetan-2-ylmethyl]-1H-benzimidazole-6-carboxylic acid